C(CCC)C1C(N(N(C1=O)C1=CC=C(C=C1)[O-])C1=CC=CC=C1)=O 4-(4-butyl-3,5-dioxo-2-phenylpyrazolidin-1-yl)phenolate